tert-butyl-(3S)-3-methyl-6-[2-(1,2,2-trimethyl-4-piperidyl) indazol-5-yl]-3,4-dihydro-2H-pyridine-1-carboxylate C(C)(C)(C)OC(=O)N1C[C@H](CC=C1C1=CC2=CN(N=C2C=C1)C1CC(N(CC1)C)(C)C)C